ClC([C@H](C)NC(OCC1C2=CC=CC=C2C=2C=CC=CC12)=O)=O (9H-fluoren-9-yl)methyl (S)-(1-chloro-1-oxopropan-2-yl)carbamate